1-((4-(5-(3-fluorophenyl)-1,2,4-oxadiazol-3-yl)naphthalen-1-yl)methyl)azetidine-3-carboxylic acid hydrochloride Cl.FC=1C=C(C=CC1)C1=NC(=NO1)C1=CC=C(C2=CC=CC=C12)CN1CC(C1)C(=O)O